ClC1=NC(=NN2C1=NC=C2)SC 4-chloro-2-(methylsulfanyl)imidazo[2,1-f][1,2,4]triazine